C(C#C)[Si](OCC)(OCC)OCC Propargyltriethoxysilane